(2S,4S)-1-tert-butyl 2-methyl 4-(8-bromo-6-chloro-3,4-dihydroquinolin-1(2H)-yl)-2-methylpyrrolidine-1,2-dicarboxylate BrC=1C=C(C=C2CCCN(C12)[C@H]1C[C@](N(C1)C(=O)OC(C)(C)C)(C(=O)OC)C)Cl